indenopyrimidin N1=CN=CC2=C1CC=1C=CC=CC12